bis(3,5-dimethyl-4-methoxyphenyl)chlorophosphine methyl-(1r,4r)-4-((5-((2-nitro-5-(trifluoromethoxy)phenyl)amino)pyridin-2-yl)carbamoyl)cyclohexane-1-carboxylate COC(=O)C1CCC(CC1)C(NC1=NC=C(C=C1)NC1=C(C=CC(=C1)OC(F)(F)F)[N+](=O)[O-])=O.CC=1C=C(C=C(C1OC)C)P(Cl)C1=CC(=C(C(=C1)C)OC)C